3-bromo-2-(4-methoxyphenyl)-5-(4-styrylphenyl)thiophene BrC1=C(SC(=C1)C1=CC=C(C=C1)C=CC1=CC=CC=C1)C1=CC=C(C=C1)OC